ClC1=CC(=C(C(=C1)C)NC(=O)[C@@H]1CN(CC1)C(=O)[O-])C1=C2C(=NC=C1)C=C(S2)CN2C(C1C(C1C2=O)(C)C)=O (S)-3-((4-Chloro-2-(2-((6,6-Dimethyl-2,4-Dioxo-3-Azabicyclo[3.1.0]Hexan-3-Yl)Methyl)Thieno[3,2-B]Pyridin-7-Yl)-6-Methylphenyl)Carbamoyl)Pyrrolidine-1-Carboxylate